N-((2S)-1-((1-(4-chlorothiazol-2-yl)-1-oxo-3-((S)-2-oxopyrrolidin-3-yl)propan-2-yl)amino)-4-methyl-1-oxopentan-2-yl)-4-methoxy-1H-indole-2-carboxamide ClC=1N=C(SC1)C(C(C[C@H]1C(NCC1)=O)NC([C@H](CC(C)C)NC(=O)C=1NC2=CC=CC(=C2C1)OC)=O)=O